ClC1=CC=C(C=C1)N1C(C2=CC=CC=C2CC1)=O N-(4-chloro-phenyl)-3,4-dihydroisoquinolinone